phenyl(4-(((2R,3R,4R,5S)-3,4,5-trihydroxy-2-methylpiperidin-1-yl)methyl)piperidin-1-yl)methanone C1(=CC=CC=C1)C(=O)N1CCC(CC1)CN1[C@@H]([C@H]([C@@H]([C@H](C1)O)O)O)C